C1(CC1)C1=NC=NC(=C1C1=NN2C(=NC=CC2=N1)CC1=CC=C(C=C1)C=1N(C=C(N1)C(F)(F)F)C)OC (4-cyclopropyl-6-methoxypyrimidin-5-yl)-5-(4-(1-methyl-4-(trifluoromethyl)-1H-imidazol-2-yl)benzyl)-[1,2,4]triazolo[1,5-c]pyrimidine